ClC1=CC=C(C=C1)[C@@H]1[C@@H](O[C@H](C(N1[C@H](CCC)CO)=O)CC1=CC=C(C=C1)F)C1=CC=C(C=C1)Cl (2S,5R,6S)-5,6-bis(4-chlorophenyl)-2-(4-fluorobenzyl)-4-((1R)-1-(hydroxymethyl)butyl)-3-morpholinone